4-((7-(2,3-dichloro-5-fluoro-6-methoxyphenyl)imidazo[1,2-a]pyridin-2-yl)methyl)piperidine-1-carboxylate ClC1=C(C(=C(C=C1Cl)F)OC)C1=CC=2N(C=C1)C=C(N2)CC2CCN(CC2)C(=O)[O-]